L-2-amino-5-phosphonopentanoate N[C@H](C(=O)[O-])CCCP(=O)(O)O